methyl (S,E)-(1-((1-((4-(cyclopropylmethyl)-1H-benzo[d]imidazol-2-yl)methyl)-2-oxo-1,2-dihydropyridin-3-yl)amino)-7-(dimethylamino)-1,7-dioxohept-5-en-2-yl)carbamate C1(CC1)CC1=CC=CC=2NC(=NC21)CN2C(C(=CC=C2)NC([C@H](CC\C=C\C(=O)N(C)C)NC(OC)=O)=O)=O